C(C1=CC=CC=C1)N1CC2(C1)CC(C2)NC(=O)N2C1CN(CC2C1)C=1N=NC(=CC1)C(F)(F)F N-{2-benzyl-2-azaspiro[3.3]heptan-6-yl}-3-[6-(trifluoromethyl)pyridazin-3-yl]-3,6-diazabicyclo[3.1.1]heptane-6-carboxamide